C1(=CC=CC=C1)C1OC1 2-phenyl-oxirane